5-((4-(5,6-dimethylthieno[2,3-d]pyrimidin-4-yl)piperidin-1-yl)methyl)-2-(2,6-dioxopiperidin-3-yl)isoindoline-1,3-dione CC1=C(SC=2N=CN=C(C21)C2CCN(CC2)CC=2C=C1C(N(C(C1=CC2)=O)C2C(NC(CC2)=O)=O)=O)C